2,N-dicyclohexyl-2-[2-(3-dimethylamino-phenyl)-benzimidazol-1-yl]-acetamide C1(CCCCC1)C(C(=O)NC1CCCCC1)N1C(=NC2=C1C=CC=C2)C2=CC(=CC=C2)N(C)C